2-(furan-2-ylmethylamino)-4-(phenylamino)pyrimidine-5-carboxamide O1C(=CC=C1)CNC1=NC=C(C(=N1)NC1=CC=CC=C1)C(=O)N